COC1=C(C=CC(=C1)OC)CNC1=NN=C(C2=CC(=CC=C12)C=1C=CC(=C(C1)B(O)O)NC(C(C)C)=O)C [5-[1-[(2,4-Dimethoxyphenyl)methylamino]-4-methylphthalazin-6-yl]-2-(2-methylpropanoylamino)phenyl]boronic acid